indenetrione C1(C(C(C2=CC=CC=C12)=O)=O)=O